C[C@H]1CN(CCN1C=1C2=C(N=CN1)N(C=C2C2=CC=CC=C2)C=2C=NN(C2)C)C(=O)OC(C)(C)C tert-butyl (3S)-3-methyl-4-[7-(1-methyl-1H-pyrazol-4-yl)-5-phenyl-7H-pyrrolo[2,3-d]pyrimidin-4-yl]piperazine-1-carboxylate